C(C1=CC=CC=C1)S(=O)(=O)O.C(C1=CC=CC=C1)S(=O)(=O)O toluenesulfonic acid (toluenesulfonate)